C(=O)O.C[Mg]Br methyl-magnesium bromide format